(R)-2-((5-(2-(6-((1,3-Dimethoxypropan-2-yl)(methyl)amino)-2-methylhexan-3-yl)-2,6-diazaspiro[3.4]oct-6-yl)-1,2,4-triazin-6-yl)oxy)-N-ethyl-5-fluoro-N-isopropylbenzamide COCC(COC)N(CCC[C@H](C(C)C)N1CC2(C1)CN(CC2)C=2N=CN=NC2OC2=C(C(=O)N(C(C)C)CC)C=C(C=C2)F)C